FC=1C(=CC=C(C(=O)N)C1)N1N=C2N(CCCC2)C1=O 5-fluoro-4-(3-oxo-5,6,7,8-tetrahydro[1,2,4]triazolo[4,3-a]pyridin-2(3H)-yl)benzamide